1-(2,3-bis(6-oxo-1,6-dihydropyridin-3-yl)quinolin-6-yl)-3-(2-hydroxybutyl)urea O=C1C=CC(=CN1)C1=NC2=CC=C(C=C2C=C1C1=CNC(C=C1)=O)NC(=O)NCC(CC)O